BrC1=C(C=C(C=C1)C(F)(F)F)C1(CCC(CC1)(F)F)O 1-[2-bromo-5-(trifluoromethyl)phenyl]-4,4-difluoro-cyclohexanol